CC=1C2=C(N=C(N1)SC)C(=NC=C2C)N 4,5-dimethyl-2-(methylsulfanyl)pyrido[3,4-d]pyrimidin-8-amine